N-(3-ethylphenyl)-5,5-difluoro-1-(3-fluoro-5-(pyridin-4-yl)benzoyl)piperidine-3-carboxamide C(C)C=1C=C(C=CC1)NC(=O)C1CN(CC(C1)(F)F)C(C1=CC(=CC(=C1)C1=CC=NC=C1)F)=O